ClC1=C2C(=C(N=C1Cl)C1=NN(C=C1)C)C=1CN(CCC1N2C)C(COC(C)=O)=O acetic acid 2-(6,7-dichloro-5-methyl-9-(1-methyl-1H-pyrazol-3-yl)-3,4-dihydro-1H-pyrrolo[3,2-c:4,5-c']Dipyridin-2(5H)-yl)-2-oxoethyl ester